t-butyl (S)-4,5-diamino-5-oxopentanoate N[C@@H](CCC(=O)OC(C)(C)C)C(=O)N